4-(3,5-dimethoxy-4-(2-(4-(piperidin-4-yloxy)piperidin-1-yl)ethyl)phenyl)-2-hexyl-2,7-naphthyridin-1(2H)-one COC=1C=C(C=C(C1CCN1CCC(CC1)OC1CCNCC1)OC)C1=CN(C(C2=CN=CC=C12)=O)CCCCCC